3-[[(1R)-1-(3,6-Dimethyl-4-oxo-2-phenyl-chromen-8-yl)ethyl]amino]-N-(oxetan-3-yl)pyridine-2-carboxamide CC1=C(OC2=C(C=C(C=C2C1=O)C)[C@@H](C)NC=1C(=NC=CC1)C(=O)NC1COC1)C1=CC=CC=C1